OC1=CC=C(C=C1)N(C(=O)C1=C(N(C=C1)C)C)C N-(4-hydroxyphenyl)-N,1,2-trimethyl-1H-pyrrole-3-carboxamide